C1(=NC=CC2=CC=CC=C12)C(C)(C)NC(C[C@@H]1NCCC1)=O (R)-2-(2-((2-(isoquinolin-1-yl)propan-2-yl)amino)-2-oxoethyl)pyrrolidine